COC(=O)[C@@H]1C[C@@H]2[C@@H](OC(O2)(C)C)O1 (3aR,5S,6aR)-2,2-dimethyltetrahydrofuro[2,3-d][1,3]Dioxole-5-carboxylic acid methyl ester